2-iododibenzofuran IC1=CC2=C(OC3=C2C=CC=C3)C=C1